C(C)(C)(C)N(C(O)=O)C1CNC1.OC1(CC1)C=1C=C(SC1)S(=O)(=O)N 4-(1-hydroxycyclopropyl)thiophene-2-sulfonamide tert-Butyl-azetidine-3-yl-carbamate